FC1(CCC=2C(=CN(C2C1)S(=O)(=O)C1=CC=C(C)C=C1)S(=O)(=O)NC=1C(=NC(=C(C1)F)C(F)(F)F)OC)F 6,6-difluoro-N-(5-fluoro-2-methoxy-6-(trifluoromethyl)pyridin-3-yl)-1-tosyl-4,5,6,7-tetrahydro-1H-indole-3-sulfonamide